4-((R)-2-azidobutan-2-yl)-6-chloro-1-(((R)-4-(ethylsulfonyl)butan-2-yl)oxy)-2,7-naphthyridine N(=[N+]=[N-])[C@](C)(CC)C1=CN=C(C2=CN=C(C=C12)Cl)O[C@H](C)CCS(=O)(=O)CC